N-(4-{4-[3-(5-tert-Butyl-isoxazol-3-yl)-ureido]-3-fluoro-phenoxy}-pyridin-2-yl)-acetamide C(C)(C)(C)C1=CC(=NO1)NC(NC1=C(C=C(OC2=CC(=NC=C2)NC(C)=O)C=C1)F)=O